O=S1(CCN(CC1)C(=O)C1=C(C=C(C=C1)[N+](=O)[O-])N1CC2CCC(C1)O2)=O (1,1-dioxo-1,4-thiazinan-4-yl)-[4-nitro-2-(8-oxa-3-azabicyclo[3.2.1]oct-3-yl)phenyl]methanone